Boc-L-prolyl-amide C(=O)(OC(C)(C)C)N1[C@@H](CCC1)C(=O)[NH-]